N-{[1-(4-{7-cyclopropyl-5-[(1R)-1-methyl-1,2,3,4-tetrahydroisoquinoline-2-carbonyl]-pyrazolo[1,5-a]pyrimidin-2-yl}-3-fluorophenyl)pyrrolidin-3-yl]sulfonyl}acetamide C1(CC1)C1=CC(=NC=2N1N=C(C2)C2=C(C=C(C=C2)N2CC(CC2)S(=O)(=O)NC(C)=O)F)C(=O)N2[C@@H](C1=CC=CC=C1CC2)C